1-methyl-6-(4-n-butyl-phenyl)quinoline CN1CC=CC2=CC(=CC=C12)C1=CC=C(C=C1)CCCC